7-hydroxy-5,4'-dimethoxyflavanone OC1=CC(=C2C(CC(OC2=C1)C1=CC=C(C=C1)OC)=O)OC